CC(CCOCCOCCO)[Si](O[Si](C)(C)C)(C)C diethylene glycol e-methyl-(3-dimethyl (trimethylsiloxy) silylpropyl) ether